OC=1C=C(C=CC1O)C=1OC2=CC(=CC(=C2C(C1)=O)O)F 2-(3,4-dihydroxyphenyl)-7-fluoro-5-hydroxy-4H-chromen-4-one